FC(CC1(CC1)C(=O)NC1=C(C(=O)N)C=CC=C1)(F)F 2-[[1-(2,2,2-trifluoroethyl)cyclopropanecarbonyl]amino]benzamide